1-(1H-indol-5-yl)-3-(5-(2-methoxyphenyl)-1,3,4-thiadiazol-2-yl)urea N1C=CC2=CC(=CC=C12)NC(=O)NC=1SC(=NN1)C1=C(C=CC=C1)OC